4-[5-(6-cyano-3-pyridyl)-1-[2-(trifluoromethyl)phenyl]pyrrol-2-yl]-N-[2-(dimethylamino)ethyl]-benzamide hydrochloride Cl.C(#N)C1=CC=C(C=N1)C1=CC=C(N1C1=C(C=CC=C1)C(F)(F)F)C1=CC=C(C(=O)NCCN(C)C)C=C1